CC1C(CC(CC1)NC(C)CC)NC(C)CC 4-methyl-N1,N3-di-sec-butylcyclohexane-1,3-diamine